(trifluoromethyl)-1H-1,2,4-triazole-5-amine FC(F)(F)N1N=CN=C1N